N-methyl-1H-pyrazole-1-carboxamide CNC(=O)N1N=CC=C1